4,5-difluoro-2-formylbenzoic acid FC1=CC(=C(C(=O)O)C=C1F)C=O